C(C)(C)(C)OC(=O)N[C@@H](/C=C/C(=O)O)C (E,4R)-4-(tert-butoxycarbonylamino)pent-2-enoic acid